SC(SCC(S)C)CSCC(SCCS)S 4,8-Dimercapto-methyl-1,11-dimercapto-3,6,9-trithiaundecan